4-(7-(3-Aminopiperidin-1-yl)-3-(2,6-difluoro-4-(pyrrolidin-1-yl)phenyl)-3H-imidazo[4,5-b]pyridin-2-yl)-2-fluorobenzonitrile NC1CN(CCC1)C1=C2C(=NC=C1)N(C(=N2)C2=CC(=C(C#N)C=C2)F)C2=C(C=C(C=C2F)N2CCCC2)F